C(C=C)(=O)N1CCNCC1 prop-2-enoyl-piperazin